8-bromo-5,7-difluoro-3-nitroquinoline BrC=1C(=CC(=C2C=C(C=NC12)[N+](=O)[O-])F)F